methyl-5-(5-bromopyridine-2-yl)tetrazole CN1N=NN=C1C1=NC=C(C=C1)Br